ClC1=CC=C2C(=C(NC2=C1C=1C(=NN(C1C)C)C)C(=O)N1CCN(CC1)C=1C=C(C(=O)O)C=CN1)CCCCC1=CC(=C(C(=C1)C)Cl)C 2-(4-(6-Chloro-3-(4-(4-chloro-3,5-dimethylphenyl)butyl)-7-(1,3,5-trimethyl-1H-pyrazol-4-yl)-1H-indole-2-carbonyl)piperazin-1-yl)isonicotinic Acid